C(C)OC(=O)[C@H]1CN(CCC1)C(=O)OC(C)(C)C (R)-1-Boc-3-piperidinecarboxylic acid ethyl ester